1-(bicyclo[1.1.1]pentan-1-yl)-4-(isoxazol-3-ylmethyl)piperazine-2,3-dione C12(CC(C1)C2)N2C(C(N(CC2)CC2=NOC=C2)=O)=O